ClC=1C=C2C(=NN(C2=CC1C#N)C1OCCCC1)I 5-chloro-3-iodo-1-(tetrahydro-2H-pyran-2-yl)-1H-indazole-6-carbonitrile